1-aminodecane NCCCCCCCCCC